9-isobutyramido-N-(4-phenylthiazol-2-yl)nonanamide C(C(C)C)(=O)NCCCCCCCCC(=O)NC=1SC=C(N1)C1=CC=CC=C1